rac-(2R,5S)-2-(4-Benzyloxyphenyl)-5-methyl-piperidine C(C1=CC=CC=C1)OC1=CC=C(C=C1)[C@@H]1NC[C@H](CC1)C |r|